1-[2-(5-{1-[(6,7-dimethoxy-2-methylquinazolin-4-yl)amino]ethyl}thiophen-2-yl)phenyl]ethane-1,2-diol COC=1C=C2C(=NC(=NC2=CC1OC)C)NC(C)C1=CC=C(S1)C1=C(C=CC=C1)C(CO)O